[F-].[Mg+2].[F-] magnesium fluoride salt